C(#N)N1[C@H]2[C@@H](C[C@@H]1CC2)NC(=O)C=2C=C1C=NN(C1=CC2)C2=NC(=CC=C2)C N-((1R,2R,4S)-7-cyano-7-azabicyclo[2.2.1]heptan-2-yl)-1-(6-methyl-2-pyridinyl)-1H-indazole-5-carboxamide